BrC=1C=NC(=NC1)N[C@H]1CN(CC1)C1=NC(=NC2=CC(=CC=C12)N(C(C=C)=O)C)C (R)-N-(4-(3-((5-bromopyrimidin-2-yl)amino)pyrrolidin-1-yl)-2-methyl-quinazolin-7-yl)-N-methylacrylamide